FC([C@H]1[C@@H](CNC1)C(=O)OCC)F trans-Ethyl 4-(difluoromethyl)pyrrolidine-3-carboxylate